Cl.FC1=CC(=C(CN2N=CC(=C2)CN)C=C1)C (1-(4-fluoro-2-methylbenzyl)-1H-pyrazol-4-yl)methylamine hydrochloride